2-{3-[2-amino-6-(4-fluorophenyl)-7H-pyrrolo[2,3-d]pyrimidin-4-yl]-2-(hydroxymethyl)phenyl}-6-cyclopropyl-8-fluoroisoquinolin-1(2H)-one NC=1N=C(C2=C(N1)NC(=C2)C2=CC=C(C=C2)F)C=2C(=C(C=CC2)N2C(C1=C(C=C(C=C1C=C2)C2CC2)F)=O)CO